C(C)(C)(C)OC(=O)NC(=NC(=O)OC(C)(C)C)N1N=CC=C1 N,N'-di(t-butoxycarbonyl)-1H-pyrazole-1-carboxamidine